8-[(1R)-1-[2-(difluoromethyl)-4-fluoro-anilino]ethyl]-3,6-dimethyl-2-tetrahydropyran-4-yl-quinazolin-4-one FC(C1=C(N[C@H](C)C=2C=C(C=C3C(N(C(=NC23)C2CCOCC2)C)=O)C)C=CC(=C1)F)F